C[Si](N1CCCC1)(C)C N-(trimethylsilyl)pyrrolidine